3-((1R,5S)-3-(8-fluoro-7-(3-hydroxynaphthalen-1-yl)-2-(((S)-1-methylpyrrolidin-2-yl)methoxy)quinazolin-4-yl)-3,8-diazabicyclo[3.2.1]octan-8-yl)propane-1,2-diol FC=1C(=CC=C2C(=NC(=NC12)OC[C@H]1N(CCC1)C)N1C[C@H]2CC[C@@H](C1)N2CC(CO)O)C2=CC(=CC1=CC=CC=C21)O